4-isopropyl-1,3-dimethyl-1,3-dihydro-2H-benzo[d]imidazol-2-one C(C)(C)C1=CC=CC=2N(C(N(C21)C)=O)C